6-(3-((E)-4,4-difluoro-4-(2-methoxypyridin-3-yl)but-2-enoyl)-3,8-diazabicyclo[3.2.1]octan-8-yl)nicotinonitrile FC(/C=C/C(=O)N1CC2CCC(C1)N2C2=NC=C(C#N)C=C2)(C=2C(=NC=CC2)OC)F